FC(CN1N=CC=2C1=NC(=CN2)N2C(C1(CC2)CCN(CC1)C1=NC(=CC=C1)C(F)(F)F)=O)F 2-[1-(2,2-difluoroethyl)-1H-pyrazolo[3,4-b]pyrazin-6-yl]-8-[6-(trifluoromethyl)pyridin-2-yl]-2,8-diazaspiro[4.5]decan-1-one